(3R,4S)-3-(4-fluorophenoxymethyl)-4-methyl-2-[6-methyl-3-(pyrimidin-2-yl)pyridine-2-carbonyl]-2-azabicyclo[3.1.1]heptane FC1=CC=C(OC[C@@H]2N(C3CC([C@@H]2C)C3)C(=O)C3=NC(=CC=C3C3=NC=CC=N3)C)C=C1